CN(CCNC(C1=CC=C(C=C1)C1=NC2=CC=C3C(=C2C=2CCCCC12)C(=NN3)C)=O)C N-(2-(dimethylamino)ethyl)-4-(1-methyl-8,9,10,11-tetrahydro-3H-pyrazolo[4,3-a]phenanthridin-7-yl)benzamide